1-benzyl-4-methylquinolin-2(1H)-one C(C1=CC=CC=C1)N1C(C=C(C2=CC=CC=C12)C)=O